Cl.NCCS(=O)(=O)NC1=CC(=CC=C1)SC 2-amino-N-(3-(methylthio)phenyl)ethane-1-sulfonamide hydrochloride